N-(4'-(5-chlorobenzo[d]oxazol-2-yl)-[1,1'-biphenyl]-4-yl)-2,2,2-trifluoroacetamide ClC=1C=CC2=C(N=C(O2)C2=CC=C(C=C2)C2=CC=C(C=C2)NC(C(F)(F)F)=O)C1